P(O)(O)O.C(C)(C)(C)C1=CC=CC(=C1)C(C)(C)C.C(C)(C)(C)C1=CC=CC(=C1)C(C)(C)C.C(C)(C)(C)C1=CC=CC(=C1)C(C)(C)C tris(2,4-di-t-butylbenzene) phosphite